BrC1=C(C2=NC(=CC(=C2O1)N(C(OC(C)(C)C)=O)CC1=CC=NC=C1)Cl)C tert-butyl (2-bromo-5-chloro-3-methylfuro[3,2-b]pyridin-7-yl)(pyridin-4-ylmethyl)carbamate